C(C=C)OCC(=O)NC1=C(OC2=C1C=CC=C2)C(=O)N 3-[2-(prop-2-en-1-yloxy)acetamido]-1-benzofuran-2-carboxamide